NCC1CC(N(C1)CC1=CC=CC=C1)=O 4-(aminomethyl)-1-benzylpyrrolidin-2-one